2-{[(2R)-2-amino-2-carboxyethyl]sulfanyl}-4-oxobutanoic acid trifluoroacetate salt FC(C(=O)O)(F)F.N[C@@H](CSC(C(=O)O)CC=O)C(=O)O